CN(C(OC(C)(C)C)=O)C1CCN(CC1)CC1=CC2=C(NC(N2C)=O)C=C1 tert-butyl N-methyl-N-[1-[(3-methyl-2-oxo-1H-benzimidazol-5-yl)methyl]-4-piperidyl]carbamate